8-{[(3R,3'R)-3'-hydroxy-1,4-dihydro-1'H,2H-spiro[isoquinoline-3,4'-piperidin]-1'-yl]carbonyl}-4-(2,2,2-trifluoroethyl)-1,2,3,4-tetrahydro-5H-1,4-benzodiazepin-5-one O[C@@H]1CN(CC[C@@]12NCC1=CC=CC=C1C2)C(=O)C2=CC1=C(C(N(CCN1)CC(F)(F)F)=O)C=C2